3-methyl-3-buten-1-ol pentacarbon [C].[C].[C].[C].[C].CC(CCO)=C